24-[(S)-hydroxy(2-methoxyphenyl)methyl]-5α-cholan-3β,4β-diol O[C@@H](CCC[C@@H](C)[C@H]1CC[C@H]2[C@@H]3CC[C@H]4[C@H]([C@H](CC[C@]4(C)[C@H]3CC[C@]12C)O)O)C1=C(C=CC=C1)OC